ClC1=C(C=C(N=N1)N[C@H]1CN(CCC1)C(=O)OC(C)(C)C)C (R)-tert-Butyl 3-((6-chloro-5-methylpyridazin-3-yl)amino)piperidine-1-carboxylate